N-(1-(benzo[b]thiophen-3-yl)-2-(cyclohexylamino)-2-oxoethyl)-2-ethynyl-N-(4-(oxazol-5-yl)phenyl)thiazole-4-carboxamide S1C2=C(C(=C1)C(C(=O)NC1CCCCC1)N(C(=O)C=1N=C(SC1)C#C)C1=CC=C(C=C1)C1=CN=CO1)C=CC=C2